2-chloro-8-({4-[5-methyl-3-(trifluoromethyl)pyrazol-1-yl]phenyl}methyl)pyrido[2,3-d]pyrimidin-7-one ClC=1N=CC2=C(N1)N(C(C=C2)=O)CC2=CC=C(C=C2)N2N=C(C=C2C)C(F)(F)F